(S)-N-(2-fluoro-5-(2-(1-isopropylpyrrolidin-2-yl)acetamido)phenyl)-6-(1-methyl-1H-pyrazol-4-yl)pyrazolo[1,5-a]pyrazine-3-carboxamide FC1=C(C=C(C=C1)NC(C[C@H]1N(CCC1)C(C)C)=O)NC(=O)C=1C=NN2C1C=NC(=C2)C=2C=NN(C2)C